C(C1=CC=CC=C1)C1=NN(C(=C1)C1=CC2=C(N=C(S2)NC(CC2=CC=CC=C2)=O)C=C1)CC1=CC=C(C(=O)NO)C=C1 4-{[3-benzyl-5-(2-(2-phenylacetylamino)benzo[d]thiazol-6-yl)-1H-pyrazol-1-yl]methyl}-N-hydroxybenzamide